CO[Si](CCC=O)(C)OC 3-(dimethoxy(methyl)silyl)propanal